2-(6-oxo-3-(3-(pyridin-3-yl)-1,2,4-oxadiazol-5-yl)pyridazin-1(6H)-yl)-N-propylacetamide O=C1C=CC(=NN1CC(=O)NCCC)C1=NC(=NO1)C=1C=NC=CC1